(2-chloro-4-fluoro-phenyl)-[(1S,5R)-8-[6-[4-[2-(4-chlorophenyl)ethyl]piperazin-1-yl]sulfonyl-3-cyclopropyl-benzimidazol-4-yl]-3,8-diazabicyclo[3.2.1]octan-3-yl]methanone ClC1=C(C=CC(=C1)F)C(=O)N1C[C@@H]2CC[C@H](C1)N2C2=CC(=CC=1N=CN(C12)C1CC1)S(=O)(=O)N1CCN(CC1)CCC1=CC=C(C=C1)Cl